N1N=CC(=C1)C=1C=CC(=C(C1)O)C1=CN=C(N=N1)N1CC(NCC1)C1=CC=NC=C1 5-(1H-pyrazol-4-yl)-2-{3-[3-(pyridin-4-yl)piperazin-1-yl]-1,2,4-triazin-6-yl}phenol